5-(4-(methoxycarbonyl)-3-(trifluoromethyl)phenyl)-3,6-dihydropyridine COC(=O)C1=C(C=C(C=C1)C1=CCC=NC1)C(F)(F)F